4H-thieno[2,3-b][1,5]benzodiazepine S1C=CC2=C1N=C1C(=NC2)C=CC=C1